FC(OC1=NC2=CC=CC=C2C(=C1)O)(F)F (trifluoromethoxy)quinolin-4-ol